C(CCCCCCCCCCC)(=O)OCN1C(C=C(C2=CC=C(C=C12)CCN1CCN(CC1)C1=CC(=CC=2SC=CC21)F)[2H])=O (7-(2-(4-(6-fluorobenzo[b]thiophen-4-yl)piperazin-1-yl)ethyl)-2-oxoquinolin-1(2H)-yl-4-d)methyl dodecanoate